1-(4-(4-((3-methyl-4-((1-methyl-1H-benzo[d]imidazol-5-yl)oxy)phenyl)amino)pyrrolo[2,1-f][1,2,4]triazin-5-yl)piperidin-1-yl)prop-2-en-1-one CC=1C=C(C=CC1OC1=CC2=C(N(C=N2)C)C=C1)NC1=NC=NN2C1=C(C=C2)C2CCN(CC2)C(C=C)=O